1-[4-(cyanomethyl)-1-[[4-(2-pyridyl)phenyl]methyl]-4-piperidyl]-3-(cyclopropanecarbonylamino)pyrazole-4-carboxamide C(#N)CC1(CCN(CC1)CC1=CC=C(C=C1)C1=NC=CC=C1)N1N=C(C(=C1)C(=O)N)NC(=O)C1CC1